C(#N)CCNCCC N-(2-cyanoethyl)-N-propyl-amine